N-[[1-(5-chloro-1,3-benzoxazol-2-yl)-4-piperidyl]methyl]-2-(1-methylsulfonyl-4-piperidyl)acetamide ClC=1C=CC2=C(N=C(O2)N2CCC(CC2)CNC(CC2CCN(CC2)S(=O)(=O)C)=O)C1